(S)-4-(2-amino-2-(3-(dimethylamino)phenyl)acetylamino)benzoic acid tert-butyl ester C(C)(C)(C)OC(C1=CC=C(C=C1)NC([C@H](C1=CC(=CC=C1)N(C)C)N)=O)=O